2,3-dihydro-benzofuran-5-carboxylic acid [2-(2-methoxymethyl-pyrrolidin-1-yl)-benzothiazol-5-yl]-amide COCC1N(CCC1)C=1SC2=C(N1)C=C(C=C2)NC(=O)C=2C=CC1=C(CCO1)C2